tert-butyl 3-(3-bromo-4-chloro-phenyl)-2,4-dioxo-1,3,8-triazaspiro[4.5]decane-8-carboxylate BrC=1C=C(C=CC1Cl)N1C(NC2(C1=O)CCN(CC2)C(=O)OC(C)(C)C)=O